N,N'-diethyl-terephthalamide C(C)NC(C1=CC=C(C(=O)NCC)C=C1)=O